B(C1=CC(=CC2=C1C=NN2)C)(O)O 6-methyl-1H-indazol-4-yl-4-boronic acid